C(C=C)(=O)OC1=CC=C(C=C1)C1=CC=C(C=C1)OC1OCCCC1 (4'-((tetrahydro-2H-pyran-2-yl) oxy)-[1,1'-biphenyl]-4-yl) acrylate